FC=1C=CC(=NC1)OC[C@@H]1N(C2CC([C@@H]1C)C2)C(C2=C(C=CC(=C2)C)C2=NC=CC=N2)=O (3R,4S)-3-{[(5-fluoropyridin-2-yl)oxy]methyl}-4-methyl-2-[5-methyl-2-(pyrimidin-2-yl)benzoyl]-2-azabicyclo[3.1.1]heptane